N-(3-(2-((tert-Butyldimethylsilyl)oxy)ethoxy)-5-(trifluoromethyl)phenyl)-N-(1-cyclobutyl-2-oxopyrrolidin-3-yl)-2-((triisopropylsilyl)ethynyl)thiazole-4-carboxamide [Si](C)(C)(C(C)(C)C)OCCOC=1C=C(C=C(C1)C(F)(F)F)N(C(=O)C=1N=C(SC1)C#C[Si](C(C)C)(C(C)C)C(C)C)C1C(N(CC1)C1CCC1)=O